Dibutyl-2-phenylethyl-ammonium C(CCC)[NH+](CCC1=CC=CC=C1)CCCC